C(CCC)OCCCCCCNNC(=O)C1=CC=C(CC2=C(C(=O)N)C=CC=C2)C=C1 (4-(2-(6-butoxyhexyl)hydrazine-1-carbonyl)benzyl)benzamide